CC(CO)(C1CCC(CC1)O)C 2,2-dimethyl-2-(4-hydroxycyclohexyl)-1-ethanol